Cl.Cl.Cl.N1(C=NC=C1)C=1C=CC(=C(C1)O)C1=CN=C(N=N1)N1CC(CC1)NC 5-(1H-imidazol-1-yl)-2-{3-[3-(methylamino)pyrrolidin-1-yl]-1,2,4-triazin-6-yl}phenol tri-hydrochloride